2-(((1-(3-((1-(4-chlorophenyl)-2-(6'-(difluoromethoxy)spiro[cyclopropane-1,3'-indolin]-1'-yl)-2-oxoethyl)amino)-5-methoxyphenyl)propylidene)amino)oxy)-2-methylpropanoic acid ClC1=CC=C(C=C1)C(C(=O)N1CC2(C3=CC=C(C=C13)OC(F)F)CC2)NC=2C=C(C=C(C2)OC)C(CC)=NOC(C(=O)O)(C)C